methyl (S,E)-4,5-dihydroxypent-2-enoate O[C@@H](/C=C/C(=O)OC)CO